C1(CC1)C(=O)N1CCN(CC1)C(=O)C=1C=NC2=CC=C(C=C2C1N1CCC(CC1)(C#N)C)OC 1-(3-(4-(Cyclopropanecarbonyl)piperazine-1-carbonyl)-6-methoxyquinolin-4-yl)-4-methylpiperidine-4-carbonitrile